C(#N)C=1C=CC(=C2C=CC=NC12)N1C[C@@]2(C[C@@]2(C1)C(F)(F)F)C(=O)NC1CCC(CC1)N(C)C |o1:14,16| (1S,5R) or (1R,5S)-3-(8-cyanoquinolin-5-yl)-N-[(1S,4S)-4-(dimethylamino)cyclohexyl]-5-(trifluoromethyl)-3-azabicyclo[3.1.0]hexane-1-carboxamide